C([C@@H]1CC(=O)NC(=O)N1)(=O)O L-4,5-dihydroorotic acid